Methyl-1-{[(4-chloro-2,6-dimethylphenyl)acetyl]amino}-4,4-dimethoxycyclohexancarboxylat COC(=O)C1(CCC(CC1)(OC)OC)NC(CC1=C(C=C(C=C1C)Cl)C)=O